methyl 2-(3-((4-(2-(2-aminopyridin-3-yl)-6-carbamoyl-3H-imidazo[4,5-b]pyridin-3-yl)benzyl)carbamoyl)phenyl)acetate NC1=NC=CC=C1C1=NC=2C(=NC=C(C2)C(N)=O)N1C1=CC=C(CNC(=O)C=2C=C(C=CC2)CC(=O)OC)C=C1